[Si](C)(C)(C(C)(C)C)OC1=CC=C(C=C)C=C1 4-t-Butyldimethylsilyloxystyrol